OC1=CC=C(C=C1)C1=CC(SS1)=O 5-(4-hydroxyphenyl)-3H-1,2-dithiol-3-one